FC1=C(C=C(C=C1)F)N1C(N([C@H](C1)C#N)C1=CN=CC2=CC=CC=C12)=O |r| Racemic-1-(2,5-difluorophenyl)-3-(isoquinolin-4-yl)-2-oxoimidazoline-4-carbonitrile